tert-butyl 2-methyl-5-[6-methyl-5-[[4-methyl-6-(methylamino) pyrimidin-2-yl] amino]-2,3-dihydrobenzofuran-7-yl]-2,3,4,7-tetrahydroazepine-1-carboxylate CC1N(CC=C(CC1)C1=C(C(=CC=2CCOC21)NC2=NC(=CC(=N2)C)NC)C)C(=O)OC(C)(C)C